NCC#CC1=CC=C(O1)C#CCCCN 5-(5-(3-aminoprop-1-yn-1-yl)furan-2-yl)pent-4-yn-1-amine